N-[(4-acetylmorpholin-2-yl)methyl]azetidine-3-carboxamide hydrochloride Cl.C(C)(=O)N1CC(OCC1)CNC(=O)C1CNC1